[6-(difluoromethyl)-2-(methoxymethyl)imidazo[2,1-b][1,3,4]thiadiazol-5-yl]methylamine hydrochloride Cl.FC(C=1N=C2SC(=NN2C1CN)COC)F